CC1=C(CN2N=C3N(CCCC3)C2=O)C=CC=C1 (5RS)-2-(2-Methylbenzyl)-3-oxo-2,3,5,6,7,8-hexahydro[1,2,4]triazolo[4,3-a]pyridin